C(C)(C)(C)OP(=O)(OC(C)(C)C)OC1=C(C(=CC(=C1)P(=O)(OC(C)C)OC(C)C)C)C(CC(=O)O)(C)C 3-(2-((di-t-butoxyphosphoryl)oxy)-4-(diisopropyloxyphosphoryl)-6-methylphenyl)-3-methylbutanoic acid